BrC=1C(=NC(=CC1)Cl)/N=C(\C)/N(C)C (E)-N'-(3-bromo-6-chloropyridin-2-yl)-N,N-dimethylacetamidine